(E)-(5-((bis(diisopropylamino)phosphino)oxy)pent-1-en-1-yl)phosphonic acid dimethyl ester COP(OC)(=O)\C=C\CCCOP(N(C(C)C)C(C)C)N(C(C)C)C(C)C